(S)-8-(chloromethyl)-3-methyl-1H-pyrrolo[1,2,3-de]quinoxalin-2(3H)-one ClCC=1C=C2C=3N([C@H](C(NC3C1)=O)C)C=C2